The molecule is a chlorine oxoanion, a chlorine oxide and a monovalent inorganic anion. It is a conjugate base of a hypochlorous acid. [O-]Cl